O[C@@H]1[C@H](O[C@H]([C@@H]1O)N1C2=NC(=NC(=C2N=C1)NC)C=1C=NC=C(C1)S(=O)(=O)C)C(=O)NOC (2S,3S,4R,5R)-3,4-dihydroxyl-N-methoxy-5-(6-(methylamino)-2-(5-(methylsulfonyl)pyridin-3-yl)-9H-purin-9-yl)tetrahydrofuran-2-carboxamide